beta-D-xylopyranosyl-(1->6) beta-D-glucopyranoside O([C@H]1[C@H](O)[C@@H](O)[C@H](O)[C@H](O1)CO)[C@H]1[C@H](O)[C@@H](O)[C@H](O)CO1